N'-(2,2-difluoroacetyl)-5-methylthiophene-2-carbohydrazide FC(C(=O)NNC(=O)C=1SC(=CC1)C)F